C(C1=CC=CC=C1)OC1=CC=C2C(=C(COC2=C1)C1=C(C=CC=C1)F)C1=CC(=C(C=C1)N1CCC(CC1)C(OC)OC)F 1-(4-(7-(benzyloxy)-3-(2-fluorophenyl)-2H-chromen-4-yl)-2-fluorophenyl)-4-(dimethoxymethyl)piperidine